FC=1C(=NC=CC1)CC1=NN2C(=NC(=C(C2=N1)C=1C=CC=2N(C1)C(=CN2)C)N(C)C)N 2-((3-fluoropyridin-2-yl)methyl)-N7,N7-dimethyl-8-(3-methylimidazo[1,2-a]pyridin-6-yl)-[1,2,4]triazolo[1,5-c]pyrimidine-5,7-diamine